ClC1=C(C=CC=C1)NC(=O)NC1CN(C(C1)=O)C1=CC(=CC=C1)C#N 1-(2-chlorophenyl)-3-[1-(3-cyanophenyl)-5-oxopyrrolidin-3-yl]urea